rac-benzyl-(2s,3r,5r)-5-((tert-butoxycarbonyl) amino)-3-fluoro-2-methylpiperidine-1-carboxylate C(C1=CC=CC=C1)OC(=O)N1[C@H]([C@@H](C[C@H](C1)NC(=O)OC(C)(C)C)F)C |r|